n-ethoxy-4-(1H-indol-2-yl)-2-carbonyl-5-pentyl-2,5-dihydrofuran-3-carboxamide C(C)ONC(=O)C=1C(OC(C1C=1NC2=CC=CC=C2C1)CCCCC)=C=O